N-(4-chlorophenyl)pyridine-2-amine ClC1=CC=C(C=C1)NC1=NC=CC=C1